N=1C=CN2C1C=CC=C2N2C(N=C(C1=CC=C(C=C21)C(F)(F)F)NC)=O 1-(Imidazo[1,2-a]pyridin-5-yl)-4-(methylamino)-7-(trifluoromethyl)quinazolin-2(1H)-one